1-(6-((7-carboxy-7-methyloctyl)oxy)hexyl)cyclopropane C(=O)(O)C(CCCCCCOCCCCCCC1CC1)(C)C